(S)-6-(5-(1-(3-chloro-5-(trifluoromethyl)benzamido)ethyl)-3-methyl-1H-1,2,4-triazol-1-yl)nicotinic acid ClC=1C=C(C(=O)N[C@@H](C)C2=NC(=NN2C2=NC=C(C(=O)O)C=C2)C)C=C(C1)C(F)(F)F